((5-amino-7-methoxy-[1,2,4]triazolo[1,5-c]quinazolin-2-yl)methyl)cyclopropanesulfonamide NC1=NC=2C(=CC=CC2C=2N1N=C(N2)CC2(CC2)S(=O)(=O)N)OC